7-(1,2,3,6-tetrahydropyridin-4-yl)thieno[3,2-c]pyridazin N1CCC(=CC1)C1=CSC2=C1N=NC=C2